4-(5-(2,2-diethyl-4-oxochroman-6-yl)-1,2,4-oxadiazol-3-yl)-N,N-dimethylbenzenesulfonamide C(C)C1(OC2=CC=C(C=C2C(C1)=O)C1=NC(=NO1)C1=CC=C(C=C1)S(=O)(=O)N(C)C)CC